3,8-dimethyl-5-prop-1-en-2-yl-1,2,3,3a,4,5,6,7-octahydroazulene CC1CCC2=C(CCC(CC12)C(=C)C)C